6-hydroxy-8-isopropyl-7-methoxy-1,1-dimethyl-1H-dibenzo[a,d][7]annulene-2,10-dione OC1=C(C(=CC2=C1C=C1C(=CC2=O)C(C(C=C1)=O)(C)C)C(C)C)OC